1-cyclopropyl-2-(3,4-dimethoxyphenyl)-6-(4-(6-isobutyl-2,6-diazaspiro[3.3]heptan-2-yl)phenyl)-1H-imidazo[4,5-c]pyridine C1(CC1)N1C(=NC=2C=NC(=CC21)C2=CC=C(C=C2)N2CC1(C2)CN(C1)CC(C)C)C1=CC(=C(C=C1)OC)OC